CC1=C(C=CC(=C1)C)NC(=O)C1=CC2=CC=CC=C2C(=C1O)N=NC1=C(C=CC=C1)O N-(2,4-dimethylphenyl)-3-hydroxy-4-[(2-hydroxyphenyl)diazenyl]naphthalene-2-carboxamide